2-(2-isopropoxy-1-methoxy-ethylidene)propanedinitrile C(C)(C)OCC(OC)=C(C#N)C#N